tert-Butyl peroxyacetate C(C)(=O)OOC(C)(C)C